[Li].[Li].SC1=NC=CC(=N1)S 2,4-dimercaptopyrimidine dilithium salt